4,6-bis(diphenylphosphino)phenothiazine C1(=CC=CC=C1)P(C1=CC=CC=2NC3=CC=CC(=C3SC12)P(C1=CC=CC=C1)C1=CC=CC=C1)C1=CC=CC=C1